(E)-3-(5-(3-(5-(5-cyano-1-(3-iodophenyl)pentyl)-1H-imidazol-2-yl)-4-fluorophenoxy)-6-fluoro-1H-indol-4-yl)acrylic acid C(#N)CCCCC(C1=CC(=CC=C1)I)C1=CN=C(N1)C=1C=C(OC=2C(=C3C=CNC3=CC2F)/C=C/C(=O)O)C=CC1F